(R)-6-Chloro-5-fluoro-1'-(5-((4-methyl-1H-benzo[d][1,2,3]triazol-6-yl)methyl)-4H-1,2,4-triazole-3-carbonyl)spiro[benzo[d][1,3]oxazine-4,3'-piperidin]-2(1H)-one ClC1=C(C2=C(NC(O[C@@]23CN(CCC3)C(=O)C3=NN=C(N3)CC=3C=C(C2=C(NN=N2)C3)C)=O)C=C1)F